3-(3-(methylsulfonyl)phenyl)propionate CS(=O)(=O)C=1C=C(C=CC1)CCC(=O)[O-]